N1(N=CN=C1)C1=CC=C(C=C1)N1N=CN=N1 [4-(1H-1,2,4-triazol-1-yl)phenyl]-2H-tetrazole